FC=1C=C2C=C(NC2=CC1OCC=1N=COC1)CNC(=O)C1CC1 N-((5-fluoro-6-(oxazol-4-ylmethoxy)-1H-indol-2-yl)methyl)cyclopropanecarboxamide